C(C)(C)(C)OC(=O)N1CCN(CC1)C1=NC(=C(N=C1)C=1C(CN(CC1)C1=C2C(=NC(=C1)C)N(N=C2)C)C)C 4-[5-[1-(1,6-dimethylpyrazolo[3,4-b]pyridin-4-yl)-3-methyl-3,6-dihydro-2H-pyridin-4-yl]-6-methyl-pyrazin-2-yl]piperazine-1-carboxylic acid tert-butyl ester